C1(=CC=CC=C1)C1=CC=C(C=C1)CNC1=NN2C(NC(=CC2=O)CCC)=N1 2-[(4-phenylphenyl)methyl-amino]-5-propyl-4H-[1,2,4]-triazolo[1,5-a]pyrimidin-7-one